N-ethyl-5-fluoro-2-(1-fluoro-3-methyl-6-{1-[(1R)-1-(piperidin-4-yl)ethyl]azetidin-3-yl}imidazo[1,5-a]pyridin-8-yl)-N-(isopropyl)benzamide C(C)N(C(C1=C(C=CC(=C1)F)C=1C=2N(C=C(C1)C1CN(C1)[C@H](C)C1CCNCC1)C(=NC2F)C)=O)C(C)C